1-(3-(aminomethyl)phenyl)-N-(3-((cyclopropylmethoxy)(phenyl)methyl)-2-fluorophenyl)-3-(trifluoromethyl)-1H-pyrazole-5-carboxamide NCC=1C=C(C=CC1)N1N=C(C=C1C(=O)NC1=C(C(=CC=C1)C(C1=CC=CC=C1)OCC1CC1)F)C(F)(F)F